2-(4-methoxyphenyl)-2H-1,2,3-triazole-4-carboxylic acid Ethyl-2-(4-methoxyphenyl)-2H-1,2,3-triazole-4-carboxylate C(C)OC(=O)C1=NN(N=C1)C1=CC=C(C=C1)OC.COC1=CC=C(C=C1)N1N=CC(=N1)C(=O)O